ethyl 2-(azetidin-1-ylmethyl)butanoate N1(CCC1)CC(C(=O)OCC)CC